C(CCCCCCCC=CCC=CCC=CCC)(=O)O 9,12,15-octadecatrienoic acid